cis,cis-N',N3,N5-Tris(6-(di((hexyloxycarbonyl)butyl)amino)hexyl)cyclohexane-1,3,5-tricarboxamide C(CCCCC)OC(=O)CCCCN(CCCCCCN(C(=O)C1CC(CC(C1)C(=O)NCCCCCCN(CCCCC(=O)OCCCCCC)CCCCC(=O)OCCCCCC)C(=O)N)CCCCCCN(CCCCC(=O)OCCCCCC)CCCCC(=O)OCCCCCC)CCCCC(=O)OCCCCCC